C(CCCCCCC\C=C/CCCCCCCC)N(C)CCCCCCCC\C=C/CCCCCCCC dioleyl-methyl-amine